benzo(d)thiazole S1C=NC2=C1C=CC=C2